C(C=C)N1N(C2=NC(=NC=C2C1=O)NC1=CC=C(C=C1)N1CCN(CC1)C)C=1C=CC2=C([C@](CO2)(O)CC)C1 |r| racemic-2-allyl-1-(3-ethyl-3-hydroxy-2,3-dihydrobenzofuran-5-yl)-6-((4-(4-methylpiperazin-1-yl)phenyl)amino)-1,2-dihydro-3H-pyrazolo[3,4-d]pyrimidin-3-one